NC1=NC=C(C2=C1C(=NN2C2CNCC2)C#CC2=CC1=C(N(C=N1)CC)C=C2F)C(CC)=O 3-(4-amino-3-((1-ethyl-6-fluoro-1H-benzo[d]imidazol-5-yl)ethynyl)-7-propionyl-1H-pyrazolo[4,3-c]pyridin-1-yl)pyrrolidin